BrC=1C(=C(C=CC1)NC1=C(C(=O)O)C=CC=C1)OCC1CC1 2-((3-bromo-2-(cyclopropylmethoxy)phenyl)amino)benzoic acid